1-((cyclopropylmethyl)sulfonyl)-N-(5,7-dimethylbenzo[d]thiazol-2-yl)piperidine-4-carboxamide C1(CC1)CS(=O)(=O)N1CCC(CC1)C(=O)NC=1SC2=C(N1)C=C(C=C2C)C